3-[3-AMINO-6-(2-HYDROXYPHENYL)PYRIDAZIN-4-YL]-3,8-DIAZABICYCLO[3.2.1]OCTANE NC=1N=NC(=CC1N1CC2CCC(C1)N2)C2=C(C=CC=C2)O